C(C=C)(=O)OC1=C(C=C(C=C1C(C)(C)CC)C(C)(C)CC)C(C)C1=C(C(=CC(=C1)C(C)(C)CC)C(C)(C)CC)O 2-(1-(2-Hydroxy-3,5-di-tert-pentyl-phenyl)ethyl)-4,6-di-tert-pentylphenyl acrylat